tris(2,5-xylyl)phosphine C1(=C(C=CC(=C1)C)C)P(C1=C(C=CC(=C1)C)C)C1=C(C=CC(=C1)C)C